C1(CCC1)C=1C(=NN(C1C1=CC=C(C=C1)F)C)NC(=O)C1CSC1 N-(4-cyclobutyl-5-(4-fluorophenyl)-1-methyl-1H-pyrazol-3-yl)thietane-3-carboxamide